O(CC)CCOC(C)N ethoxylethoxylethanamine